7-fluoro-8-[3-[4-hydroxy-5-methyl-2-[2-(3-pyridyl)ethyl]pyrazol-3-yl]-1H-1,2,4-triazol-5-yl]-3-methyl-pyrrolo[1,2-a]pyrazine-6-carboxamide FC=1C(=C2N(C=C(N=C2)C)C1C(=O)N)C1=NC(=NN1)C=1N(N=C(C1O)C)CCC=1C=NC=CC1